FC1=C2C(NCC2=C(C=C1C=O)C(F)(F)F)=O 4-Fluoro-3-oxo-7-(trifluoromethyl)-2,3-dihydro-1H-isoindole-5-carbaldehyde